pyridin-3-yl-N-(1-(5-fluoro-2-(4-methoxybenzyloxy)-phenyl)ethyl)imidazole N1=CC(=CC=C1)C=1N(C=CN1)C(C)C1=C(C=CC(=C1)F)OCC1=CC=C(C=C1)OC